NC=1N=NC(=CC1C#CC1CC2(C1)CCN(CC2)C(=O)OC(C)(C)C)C2=C(C=CC=C2)O tert-Butyl 2-((3-amino-6-(2-hydroxyphenyl)pyridazin-4-yl)ethynyl)-7-azaspiro[3.5]nonane-7-carboxylate